O1CCC(CC1)NC=1C=NC=2CCNC(C2C1)=O 3-((tetrahydro-2H-pyran-4-yl)amino)-7,8-dihydro-1,6-naphthyridin-5(6H)-one